5-thiazol-5-yl-2-aminopyrimidine S1C=NC=C1C=1C=NC(=NC1)N